tert-butyl (2R,3S,4S)-3-(acetyloxy)-4-[(tert-butoxycarbonyl)oxy]-2-({4-[2-(3,3-difluoroazetidin-1-yl)-1,3-thiazol-5-yl]phenyl}methyl)pyrrolidine-1-carboxylate C(C)(=O)O[C@H]1[C@H](N(C[C@@H]1OC(=O)OC(C)(C)C)C(=O)OC(C)(C)C)CC1=CC=C(C=C1)C1=CN=C(S1)N1CC(C1)(F)F